N-(4-chlorophenyl)-N-[4-(9-phenyl-9H-carbazol-3-yl)phenyl]-1,1'-biphenyl-4-amine ClC1=CC=C(C=C1)N(C1=CC=C(C=C1)C1=CC=CC=C1)C1=CC=C(C=C1)C=1C=CC=2N(C3=CC=CC=C3C2C1)C1=CC=CC=C1